C(C1=CC=CC=C1)OC[C@@H](C)NC(OC(C)(C)C)=O |r| tert-butyl [(±)-1-(benzyloxy)propan-2-yl]carbamate